(5-(((tert-butyldimethylsilyl) oxy) methyl)-1-methyl-1H-pyrazol-3-yl) methylbenzoate CC1=C(C(=O)OC2=NN(C(=C2)CO[Si](C)(C)C(C)(C)C)C)C=CC=C1